6-[2-chloro-4-(trifluoro-methoxy)phenyl]-5-[4-[(3S)-1-(3-fluoropropyl)pyrrolidin-3-yl]oxyphenyl]-8,9-dihydro-7H-benzo[7]annulen-2-ol ClC1=C(C=CC(=C1)OC(F)(F)F)C1=C(C2=C(CCC1)C=C(C=C2)O)C2=CC=C(C=C2)O[C@@H]2CN(CC2)CCCF